methylene(3,5-di-t-butyl hydroxyhydrocinnamate) C=C(C(C(=O)[O-])O)C1=CC(=CC(=C1)C(C)(C)C)C(C)(C)C